C(C)(=O)NC1=CC=C(C=N1)C=1C(=CC(=C(C1)NC(=O)C1=CNC(C=C1C(F)(F)F)=O)N1C[C@H](N([C@H](C1)C)C)C)F N-[5-(6-acetamidopyridin-3-yl)-4-fluoro-2-[(3R,5S)-3,4,5-trimethylpiperazin-1-yl]phenyl]-6-oxo-4-(trifluoromethyl)-1H-pyridine-3-carboxamide